3-ethyl-4-amino-mercapto-1,2,4-triazole C(C)C1=NN=C(N1N)S